1-(Azetidin-1-yl)-2-[6-[3-(difluoromethyl)-4-fluoro-phenyl]-3-fluoro-pyrazolo[4,3-b]pyridin-1-yl]ethanone N1(CCC1)C(CN1N=C(C2=NC=C(C=C21)C2=CC(=C(C=C2)F)C(F)F)F)=O